C(CCC(=O)[O-])(=O)[O-].[Fe+2].[Na+].C([O-])([O-])=O.[Mn+2] manganese carbonate sodium iron succinate